C(C)OC(CN1N=CC(=C1)C1=C(C(=CC(=C1)[C@@H](C)N[S@@](=O)C(C)(C)C)OC)OC)=O.C(C=C)N(C(C(Cl)Cl)=O)CC1OCCO1 N-allyl-N-[(1,3-dioxolan-2-yl)-methyl]dichloroacetamide Ethyl-2-[4-[5-[(1R)-1-[[(S)-tert-butylsulfinyl]amino]ethyl]-2,3-dimethoxy-phenyl]pyrazol-1-yl]acetate